3-[3-[[2-fluoro-4-(trifluoromethyl)phenyl]methyl]-1-bicyclo[1.1.1]pentanyl]azetidine FC1=C(C=CC(=C1)C(F)(F)F)CC12CC(C1)(C2)C2CNC2